N3-(cyclopropylmethyl)-4,5-di(4'-fluorophenyl)imidazole C1(CC1)CN1C=NC(=C1C1=CC=C(C=C1)F)C1=CC=C(C=C1)F